CO[C@H]([C@@H](C)[C@@H]1[C@H](O1)[C@H]([C@@H](C#C)C)O)CC (1S,2R)-1-((2R,3R)-3-((2R,3S)-3-methoxypentan-2-yl)oxiran-2-yl)-2-methylbut-3-yn-1-ol